C(C1=CC=C(C(=O)OOCCCC)C=C1)(=O)OOCCCC di-(butoxy) terephthalate